C(C)(C)OC(C(C1=CC=CC=C1)SP(=O)(OCC)OCC)=O isopropyl-((diethoxyphosphoryl) thio)-2-phenylacetate